C(C)(=O)N1CC2=C(CC1)N(N=C2N2CCCC1=CC(=C(C=C21)C(F)F)C2=CN(C1=C2N=NC=C1N1CCC1)CC(=O)O)C1CCOCC1 (7-{1-[5-acetyl-1-(oxan-4-yl)-4H,6H,7H-pyrazolo[4,3-c]pyridin-3-yl]-7-(difluoromethyl)-3,4-dihydro-2H-quinolin-6-yl}-4-(azetidin-1-yl)pyrrolo[3,2-c]pyridazin-5-yl)acetic acid